(4R)-N-[4-morpholino-8-(2,3,5-trifluorophenyl)-3-quinolyl]chromane-4-carboxamide O1CCN(CC1)C1=C(C=NC2=C(C=CC=C12)C1=C(C(=CC(=C1)F)F)F)NC(=O)[C@@H]1CCOC2=CC=CC=C12